2,2-difluoroacetophenone FC(C(=O)C1=CC=CC=C1)F